perfluorotetradecanoic acid ammonium salt [NH4+].FC(C(=O)[O-])(C(C(C(C(C(C(C(C(C(C(C(C(F)(F)F)(F)F)(F)F)(F)F)(F)F)(F)F)(F)F)(F)F)(F)F)(F)F)(F)F)(F)F)F